FC=1C=C(C=CC1C1CC2COCC(C1)C2=O)NC([O-])=O [3-fluoro-4-(9-oxo-3-oxabicyclo[3.3.1]nonan-7-yl)phenyl]carbamate